tert-butyl N-[(1S)-1-[([[2-(4-amino-2-chlorophenyl)ethyl]sulfanyl]methyl)carbamoyl]ethyl]carbamate NC1=CC(=C(C=C1)CCSCNC(=O)[C@H](C)NC(OC(C)(C)C)=O)Cl